BrC=1C(=CC(N(C1)CC1(CCN(CC12CCCC2)C(=O)OC(C)(C)C)O)=O)N=S(=O)(C)C tert-butyl 10-((5-bromo-4-((dimethyl(oxo)-λ6-sulfaneylidene)amino)-2-oxopyridin-1(2H)-yl)methyl)-10-hydroxy-7-azaspiro[4.5]decane-7-carboxylate